(S)-3-(1,3-Dioxoisoindolin-2-yl)pyrrolidine-1-carboxylic acid tert-butyl ester C(C)(C)(C)OC(=O)N1C[C@H](CC1)N1C(C2=CC=CC=C2C1=O)=O